BrC1=C(C=CC=C1)C(C=C)=O 1-(2-bromophenyl)prop-2-en-1-one